COC(=O)C1=CC2=C(N=C(C(N2C2=CC=C3C=CN(C3=C2)C2=CC=CC=C2)=O)Cl)S1 methyl-3-chloro-2-oxo-1-(1-phenyl-1H-indol-6-yl)-1,2-dihydrothieno[2,3-b]pyrazine-6-carboxylate